ClC1=NC=C(C=N1)F 2-chloro-5-fluoropyrimidine